4-((2-(6-(dimethylamino)pyridin-3-yl)-1-(2,2,2-trifluoroethyl)-1H-indol-4-yl)amino)tetrahydro-2H-thiopyran-1,1-dioxide CN(C1=CC=C(C=N1)C=1N(C2=CC=CC(=C2C1)NC1CCS(CC1)(=O)=O)CC(F)(F)F)C